9-(1-((6-chloro-2-(2-(methyl-d3)-2H-tetrazol-5-yl)pyridin-3-yl)amino)ethyl)-4,7-dimethyl-3-(1-(methylsulfonyl)piperidin-4-yl)imidazo[1,5-a]quinazolin-5(4H)-one ClC1=CC=C(C(=N1)C=1N=NN(N1)C([2H])([2H])[2H])NC(C)C=1C=C(C=C2C(N(C=3N(C12)C=NC3C3CCN(CC3)S(=O)(=O)C)C)=O)C